COC1=CC=C(C(=O)N)C=C1 4-methoxy-benzamide